1,3,6-trihydroxy-7-methoxy-2,8-bis(3-methyl-2-buten-1-yl)-9H-xanthen-9-one OC1=C(C(=CC=2OC3=CC(=C(C(=C3C(C12)=O)CC=C(C)C)OC)O)O)CC=C(C)C